(S)-1-(4-(5-(3,5-difluorophenyl)-4,5-dihydro-1H-pyrazole-1-carbonyl)piperidin-1-yl)ethanone FC=1C=C(C=C(C1)F)[C@@H]1CC=NN1C(=O)C1CCN(CC1)C(C)=O